C(CCCCCCCCCCCCCCCCCCCCC)SCCCCCCCCCCCCCCCCCCCCCC behenyl sulfide